6-fluoropyridin FC1=CC=CC=N1